NC=1C2=C(N=CN1)N(C(=C2C2=CC=C(C(=O)NC1CCC1)C=C2)C2=CC=C(C=C2)NC(C(=C)C)=O)C 4-(4-amino-6-(4-methacrylamido-phenyl)-7-methyl-7H-pyrrolo[2,3-d]pyrimidin-5-yl)-N-cyclobutylbenzamide